CC([C@@H](C(=O)N1[C@@H](CCC1)C(=O)N1C[C@H](N(CC1)S(=O)(=O)C)C1=CC=CC=C1)NC(=O)C1=CC2=C(S1)C=CC(=C2)C(F)(F)P(O)(O)=O)(C)C ((2-(((S)-3,3-dimethyl-1-((S)-2-((R)-4-(methylsulfonyl)-3-phenylpiperazine-1-carbonyl)pyrrolidin-1-yl)-1-oxobutan-2-yl)carbamoyl)benzo[b]thiophen-5-yl)difluoromethyl)phosphonic acid